C(CCCCC(=O)OCCCCCCCCC)(=O)OCC(COC(CCC(OCCCC\C=C/CC)OCCCC\C=C/CC)=O)CO 3-((4,4-bis(((Z)-oct-5-en-1-yl)oxy)butanoyl)oxy)-2-(hydroxymethyl)propyl nonyl adipate